FC1=CC=C(C=C1)[C@@H]1N(CCC2=CC=CC=C12)C(=O)[C@H]1C[C@H]2[C@H](N(CCN2)CCOC)CO1 ((S)-1-(4-fluorophenyl)-3,4-dihydro-isoquinolin-2(1H)-yl)((4aS,7R,8aS)-4-(2-methoxyethyl)octahydro-2H-pyrano[3,4-b]pyrazin-7-yl)methanone